C(#N)C1=CC(=C(COC2=CC=CC(=N2)C2CCN(CC2)CC2=NC3=C(N2C[C@H]2OCC2)C=C(C=C3)C(=O)O)C=C1)F (S)-2-((4-(6-((4-cyano-2-fluorobenzyl)oxy)pyridin-2-yl)piperidin-1-yl)methyl)-1-(oxetan-2-ylmethyl)-1H-benzo[d]imidazole-6-carboxylic acid